C(=O)C1=C(N=C(N1CC1=CC=C(C=C1)C1=C(SC(=C1)CCC)NS(=O)(=O)C(=O)NCCCC)C1=CC=CC=C1)OC 5-formyl-4-methoxy-2-phenyl-1-[[4-[2-(n-butylaminocarbonylsulfonamido)-5-n-propyl-3-thienyl]phenyl]methyl]imidazole